C(C)(C)N1CC2(C1)CCC2 2-isopropyl-2-azaspiro[3.3]heptan